N-chloro-ornithine ClN[C@@H](CCCN)C(=O)O